Tert-butyl (1R,5s,7R)-7-(3-chloro-N-methyl-4-(2-(2-methylthieno[2,3-d]pyrimidin-4-yl)cyclopropyl)benzamido)-3-oxa-9-azabicyclo[3.3.1]nonene-9-carboxylate ClC=1C=C(C(=O)N(C)[C@@H]2C[C@H]3COC=C(C2)N3C(=O)OC(C)(C)C)C=CC1[C@H]1C(C1)C=1C3=C(N=C(N1)C)SC=C3